P-[2-(2-methoxyethoxy)ethyl](2-methoxyethyl)dimethyl-phosphonium COCCOCC[P+](C)(C)CCOC